N-[[1-(azetidin-3-ylmethyl)-1-methyl-piperidin-1-ium-4-yl]methyl]-4-[[3-[2,3-difluoro-4-(3-methyl-1H-pyrazol-4-yl)phenyl]imidazo[1,2-a]pyrazin-8-yl]amino]-2-ethyl-benzamide N1CC(C1)C[N+]1(CCC(CC1)CNC(C1=C(C=C(C=C1)NC=1C=2N(C=CN1)C(=CN2)C2=C(C(=C(C=C2)C=2C(=NNC2)C)F)F)CC)=O)C